N(=C=O)C=1SC(SC1)N=C=O 2,5-diisocyanato-1,4-dithiolene